C(#C)C1=C2C(=CC(=CC2=CC=C1C)O)C1=C(C=2N=C(N=C(C2C=N1)N1CCOCCC1)OC[C@]12CCCN2C[C@@H](C1)F)F 5-ethynyl-4-(8-fluoro-2-(((2R,7aS)-2-fluorotetrahydro-1H-pyrrolizin-7a(5H)-yl)methoxy)-4-(1,4-oxazepan-4-yl)pyrido[4,3-d]pyrimidin-7-yl)-6-methylnaphthalen-2-ol